C(C1=CC=CC=C1)OCCN1N=C(C=C1C(=O)N[C@H](C(=O)OCC)C(C)C)C1=CC(=CC=C1)C=1OC(=CN1)C(NC(CC)CC)=O (S)-ethyl 2-(1-(2-(benzyloxy) ethyl)-3-(3-(5-(pentan-3-ylcarbamoyl) oxazol-2-yl) phenyl)-1H-pyrazole-5-carboxamido)-3-methylbutyrate